C[C@H]1N(C[C@@H](N(C1)C=1SC=2C(=NC=C(C2)C(F)(F)F)N1)C)C(=O)OC1CC2(CN(C2)CC2=CC=CC=C2)C1 2-benzyl-2-azaspiro[3.3]heptan-6-yl (2R,5S)-2,5-dimethyl-4-[6-(trifluoromethyl)-[1,3]thiazolo[4,5-b]pyridin-2-yl]piperazine-1-carboxylate